hydroxy-7β-methoxymethoxy-5β-cholanic acid methyl ester COC(C(C[C@@H](C)[C@H]1CC[C@H]2[C@@H]3[C@H](C[C@@H]4CCCC[C@]4(C)[C@H]3CC[C@]12C)OCOC)O)=O